N1C=NC2=C1C=CC(=C2)NC(CN)C2=CC=C(C=C2)C2=CSC(=C2)C(F)(F)F N1-(1H-Benzimidazol-5-yl)-1-{4-[5-(trifluoromethyl)thiophen-3-yl]phenyl}ethane-1,2-diamine